(R)-3-(3-((5-(5-methyloxazol-2-yl)-1H-pyrrolo[2,3-b]pyridin-4-yl)amino)piperidin-1-yl)propanenitrile CC1=CN=C(O1)C=1C(=C2C(=NC1)NC=C2)N[C@H]2CN(CCC2)CCC#N